CC1=C(C=CC=C1C)C1=C(C=C2C(=N1)C(=NN2)C=2C=CC(=NC2)N2CCOCC2)OC (5-(5-(2,3-dimethylphenyl)-6-methoxy-1H-pyrazolo[4,3-b]pyridin-3-yl)pyridin-2-yl)morpholine